OC=1C=C(C=C(C1)CN1C(C2=CC=CC=C2C1)=O)CN1C(C2=CC=CC=C2C1)=O N,N'-[5-hydroxy-1,3-phenylenebis(methylene)]bis(isoindolin-1-one)